2-(6-{5-Chloro-2-[(oxan-4-yl)amino]pyrimidin-4-yl}-1-oxo-2,3-dihydro-1H-isoindol-2-yl)-N-[(1R)-1-(4-chloropyridin-2-yl)ethyl]acetamid ClC=1C(=NC(=NC1)NC1CCOCC1)C1=CC=C2CN(C(C2=C1)=O)CC(=O)N[C@H](C)C1=NC=CC(=C1)Cl